[N+](=O)([O-])C1=C(C=C(C=C1)N1[C@H]2CN([C@@H](C1)CC2)C(=O)OC(C)(C)C)NC2=NC=NC=C2 tert-butyl (1R,4R)-5-{4-nitro-3-[(pyrimidin-4-yl) amino] phenyl}-2,5-diazabicyclo[2.2.2]octane-2-carboxylate